(±)-4-chloro-3-((methylsulfinyl)methyl)aniline ethyl-2-bromo-5-(4-cyclohexylphenyl)-7-oxO-4,7-dihydropyrazolo[1,5-a]pyrimidine-3-carboxylate C(C)OC(=O)C=1C(=NN2C1NC(=CC2=O)C2=CC=C(C=C2)C2CCCCC2)Br.ClC2=C(C=C(N)C=C2)C[S@](=O)C |r|